4-(3-hydroxypropan-1-yn-1-yl)benzonitrile OCC#CC1=CC=C(C#N)C=C1